N-(1-(3-methoxy-2-(trifluoromethyl)phenyl)propyl)-2-methylpropan-2-sulfinamide COC=1C(=C(C=CC1)C(CC)NS(=O)C(C)(C)C)C(F)(F)F